NC1=NC=C(C(=N1)C1=C(C=C(C=C1)OC)O)OC1=C(C=CC=C1)OC 2-[2-amino-5-(2-methoxyphenoxy)pyrimidin-4-yl]-5-methoxyphenol